ethylamino-thiazole C(C)NC=1SC=CN1